FC1=CC=C(C[C@@]2(NCCC2)C(=O)O)C=C1 alpha-(4-fluoro-benzyl)-proline